(5-(1H-Pyrazol-4-yl)-1-(2-(6-(trifluoromethyl)imidazo[1,2-a]pyrazin-3-yl)pyrimidin-4-yl)piperidin-3-yl)dimethylphosphine oxide N1N=CC(=C1)C1CC(CN(C1)C1=NC(=NC=C1)C1=CN=C2N1C=C(N=C2)C(F)(F)F)P(C)(C)=O